CN1C(SC2=C1C=CC(=C2)S(=O)(=O)N2CCN(CC2)C[C@H](C)NC2=NC=NC1=C(C=CC=C21)C=2C=NC=CC2)=O 3-methyl-6-({4-[(2S)-2-{[8-(pyridin-3-yl)quinazolin-4-yl]amino}propyl]piperazin-1-yl}sulfonyl)-2,3-dihydro-1,3-benzothiazol-2-one